bis(2,6-dimethylphenyl)butane-2,3-diimine CC1=C(C(=CC=C1)C)C(C(C(C)=N)=N)C1=C(C=CC=C1C)C